7-Bromo-6-chloro-8-fluoroquinolin-4(1H)-one BrC1=C(C=C2C(C=CNC2=C1F)=O)Cl